ClC1=C(C=C(C(=C1)Cl)OC)NC1=C(C=NC2=CC(=C(C=C12)OC)OCCCN1CCN(CC1)CC=1C=C2CN(C(C2=C(C1)F)=O)C1C(NC(CC1)=O)=O)C#N 4-((2,4-dichloro-5-methoxyphenyl)amino)-7-(3-(4-((2-(2,6-dioxopiperidin-3-yl)-7-fluoro-1-oxoisoindoline-5-yl)methyl)piperazin-1-yl)propoxy)-6-methoxyquinoline-3-carbonitrile